COCC1=NC2=C(N1C)C=CC(=C2N2C[C@H](CC2)NC(OC(C)(C)C)=O)[N+](=O)[O-] tert-butyl (S)-(1-(2-(methoxymethyl)-1-methyl-5-nitro-1H-benzo[d]imidazole-4-yl)pyrrolidin-3-yl)carbamate